CC1(C2(C(C3=CC=CCC3C1)(C2)C)C)C hexahydrotetramethyl-methanonaphthalene